Heptacosanal C(CCCCCCCCCCCCCCCCCCCCCCCCCC)=O